CC1CC=2C=C(C(NC2CC1)=O)C(=O)N 6-methyl-2-oxo-1,2,5,6,7,8-hexahydroquinoline-3-carboxamide